S1C=CC2=C1C=C(C=C2)CC(C)NC 1-(benzothiophen-6-yl)-N-methylpropan-2-amine